ClC1=C(C(=CC=C1Cl)OCOC)[C@@H]1N(CC(C1)=C)C(=O)OC(C)(C)C tert-butyl (2R)-2-[2,3-dichloro-6-(methoxymethoxy)phenyl]-4-methylidenepyrrolidine-1-carboxylate